N-(ethylsulfonyl)-N-(1-isopropyl-3-(6-(4-isopropyl-4H-1,2,4-triazol-3-yl)pyridin-2-yl)-4-oxo-1,4-dihydroquinolin-6-yl)ethanesulfonamide C(C)S(=O)(=O)N(S(=O)(=O)CC)C=1C=C2C(C(=CN(C2=CC1)C(C)C)C1=NC(=CC=C1)C1=NN=CN1C(C)C)=O